tert-butyl (1R,5S,6s)-6-((4-(2-(((benzyloxy)carbonyl)amino)propan-2-yl)-6-(4-fluorophenyl)pyridin-2-yl)amino)-3-azabicyclo[3.1.0]hexane-3-carboxylate C(C1=CC=CC=C1)OC(=O)NC(C)(C)C1=CC(=NC(=C1)C1=CC=C(C=C1)F)NC1[C@@H]2CN(C[C@H]12)C(=O)OC(C)(C)C